ClC1=CC=C(C=C1)[C@H](C)NC1=C2C(N(C(C2=CC=C1)=O)C1C(NC(CC1)=O)=O)=O 4-(((S)-1-(4-chlorophenyl)ethyl)amino)-2-(2,6-dioxopiperidin-3-yl)isoindoline-1,3-dione